FC(C(=O)C1=CC=NC=C1)(F)F 2,2,2-Trifluoro-1-(pyridin-4-yl)ethan-1-on